ClC=1C=C(C=CC1F)C(C=1NC=C(N1)S(=O)(=O)N)NC1=NC(=C(C=C1)OC(F)F)C 2-((3-chloro-4-fluorophenyl)((5-(difluoromethoxy)-6-methylpyridin-2-yl)amino)methyl)-1H-imidazole-4-sulfonamide